ClC1=C(C(=CC=C1Cl)F)[C@]1(CN(CC1)C(C=C)=O)NC=1C=CC2=C(N(N=C2C1)C)C |r| (rac)-1-(3-(2,3-dichloro-6-fluorophenyl)-3-((2,3-dimethyl-2H-indazol-6-yl)amino)pyrrolidin-1-yl)prop-2-en-1-one